3-(4-(3-cyclopentylpyrrolidin-1-yl)pyrimidin-2-yl)-6-(trifluoromethyl)imidazo[1,2-a]pyrazine C1(CCCC1)C1CN(CC1)C1=NC(=NC=C1)C1=CN=C2N1C=C(N=C2)C(F)(F)F